ClC=1C(=NC(=NC1)NC1CCOCC1)C1=CC=C2CN(C(C2=C1)=O)[C@@H](C(=O)N[C@H](CO)C1=CC(=C(C=C1)Cl)F)C (2R)-2-(6-{5-chloro-2-[(oxacyclohex-4-yl)amino]pyrimidin-4-yl}-1-oxo-2,3-dihydro-1H-isoindol-2-yl)-N-[(1S)-1-(4-chloro-3-fluorophenyl)-2-hydroxyethyl]propionamide